5-((1-fluorobutan-2-yl)oxy)picolinaldehyde FCC(CC)OC=1C=CC(=NC1)C=O